(2S)-4,4-difluoro-L-proline FC1(C[C@H](NC1)C(=O)O)F